BrC=1C=C(C(N(C1)C)=O)NC1=NN2C(COC(C2)(C)C)=C1 5-Bromo-3-(6,6-dimethyl-6,7-dihydro-4H-pyrazolo[5,1-c][1,4]oxazin-2-ylamino)-1-methylpyridin-2(1H)-one